FC1=C(C=C(C=C1)NC(=O)C1=C(N(C(=C1C)C(C(=O)NC1CCC(CC1)O)=O)C)C)C N-(4-fluoro-3-methylphenyl)-5-(2-(((1s,4s)-4-hydroxycyclohexyl)amino)-2-oxoacetyl)-1,2,4-trimethyl-1H-pyrrole-3-carboxamide